rac-(3R,5R)-5-(2-aminopyrimidin-5-yl)oxolan-3-yl N-[(2S)-butan-2-yl]carbamate C[C@@H](CC)NC(O[C@H]1CO[C@H](C1)C=1C=NC(=NC1)N)=O |&1:7,10|